1-((2-(2-((cyclohexanecarbonyl)oxy)phenyl)acetoxy)methyl)-5-(4-(hexyloxy)-1,2,5-thiadiazol-3-yl)-1-methyl-1,2,3,6-tetrahydropyridin-1-ium iodide [I-].C1(CCCCC1)C(=O)OC1=C(C=CC=C1)CC(=O)OC[N+]1(CCC=C(C1)C1=NSN=C1OCCCCCC)C